bis(2-hexyldecyl) 6,6'-((3-((5-(dihexylamino)-5-oxopentyl)(methyl)amino)propyl)azanediyl)dihexanoate C(CCCCC)N(C(CCCCN(CCCN(CCCCCC(=O)OCC(CCCCCCCC)CCCCCC)CCCCCC(=O)OCC(CCCCCCCC)CCCCCC)C)=O)CCCCCC